Cl.C(CC)N1NC(CC12CCNCC2)=O 1-propyl-1,2,8-triazaspiro[4.5]decan-3-one hydrochloride